N,N-dibutyl-acetamide C(CCC)N(C(C)=O)CCCC